ClC1=C(C=C2C[C@H](N3C(C2=C1)=C(C(C(=C3)C(=O)O)=O)F)C(C)C)OCCCOC (S)-10-chloro-1-fluoro-6-isopropyl-9-(3-methoxypropoxy)-2-oxo-6,7-dihydro-2H-pyrido[2,1-a]isoquinoline-3-carboxylic acid